Methyl (2S)-2-triisopropylsilyloxypropanoate C(C)(C)[Si](O[C@H](C(=O)OC)C)(C(C)C)C(C)C